4-(2-hydroxyethoxy)phenyl-(2-hydroxy)-2-propylketone OCCOC1=CC=C(C=C1)CC(C)(O)C(=O)C(C)(CC1=CC=C(C=C1)OCCO)O